C(CCCCCCCCCCC)SC1=CC=CC=2C(C3=CC=CC=C3C(C12)=O)=O 1-(Dodecylthio)anthracen-9,10-dion